(1-(ethoxycarbonyl)cyclobutane-1-carbonyl)-Z-lysine C(C)OC(=O)C1(CCC1)C(=O)N[C@@H](CCCCN)C(=O)O